CCCCCC/C=C\\CCCCCCCCCCOC[C@H](COP(=O)([O-])OCC[N+](C)(C)C)O The molecule is a 1-alkyl-sn-glycero-3-phosphocholine in which the alkyl group is specified as (11Z)-octadecenyl. It has a role as a human xenobiotic metabolite. It is a lysophosphatidylcholine O-18:1 and a 1-alkyl-sn-glycero-3-phosphocholine.